4-Methoxy-5-(quinoxalin-6-yl)-N-(tetrahydro-2H-pyran-4-yl)pyrrolo[2,1-f][1,2,4]triazin-2-amine COC1=NC(=NN2C1=C(C=C2)C=2C=C1N=CC=NC1=CC2)NC2CCOCC2